ClC1=NC=C(C(=N1)N1CCOC2(CC2)C1)C 7-(2-chloro-5-methylpyrimidin-4-yl)-4-oxa-7-azaspiro[2.5]octane